S1C2=C(C=C1B(O)O)SC=C2 thieno[3,2-b]thiophene-2-boronic acid